bicyclo(3.3.0)octane-3,7-dione C12CC(CC2CC(C1)=O)=O